ClC1=NC2=C(C=NC=C2C(=C1)NC1=NC=C(C=C1)N1CCC(CC1)O)C 2-chloro-4-((5-(4-hydroxypiperidin-1-yl)pyridin-2-yl)amino)-8-methyl-1,6-naphthyridin